3-((2-((S)-amino(4,4-difluorocyclohexyl)methyl)imidazo[1,2-b]pyridazin-7-yl)methyl)azepan-2-one N[C@H](C=1N=C2N(N=CC(=C2)CC2C(NCCCC2)=O)C1)C1CCC(CC1)(F)F